C(CCCCCCCCCCC)[N+](CC)(CCCCCCCCCCCC)CCCCCCCCCCCC tridodecyl-ethylammonium